C(C1=CC=CC=C1)NC1=C(C(C2(C(N(N=C2C)C2=CC=CC=C2)=O)C1)C1=CC=C(C=C1)C)C(=O)OCC ethyl 8-(benzylamino)-1-methyl-4-oxo-3-phenyl-6-(p-tolyl)-2,3-diazaspiro[4.4]non-1,7-diene-7-carboxylate